tert-Butyl N-[1-[(4-chloro-2-formyl-2,3-dihydro-1H-inden-5-yl)oxymethyl]cyclopropyl]carbamate ClC1=C2CC(CC2=CC=C1OCC1(CC1)NC(OC(C)(C)C)=O)C=O